propylene glycol dilactate C(C(O)C)(=O)OCC(C)OC(C(O)C)=O